(2R,3S)-2-methyl-3-(methylsulfonyl)azetidine 2,2,2-trifluoroacetate FC(C(=O)O)(F)F.C[C@H]1NC[C@@H]1S(=O)(=O)C